N-[(3-benzyloxy-4-methoxyphenyl)methyl]-N'-(2-pyridylmethyl)-N-(6,7,8,9-tetrahydro-5H-cyclohepta[b]pyridin-9-yl)-1,4-xylylenediamine C(C1=CC=CC=C1)OC=1C=C(C=CC1OC)CN(CC1=CC=C(C=C1)CNCC1=NC=CC=C1)C1CCCCC=2C1=NC=CC2